Cl.NCCCC1=C(C(=O)OC)C=CC(=C1)NC(C[C@H]1C=2N(C3=C(C(=N1)C1=CC=C(C=C1)Cl)C(=C(S3)C)C)C(=NN2)C)=O methyl (S)-2-(3-aminopropyl)-4-(2-(4-(4-chlorophenyl)-2,3,9-trimethyl-6H-thieno[3,2-f][1,2,4]triazolo[4,3-a][1,4]diazepin-6-yl)acetamido)benzoate hydrochloride